O=C1N(C(C2=CC=CC=C12)=O)CC1CN(C=2N(C1)N=CC2)C(=O)OC(C)(C)C tert-butyl 6-((1,3-dioxoisoindolin-2-yl)methyl)-6,7-dihydropyrazolo[1,5-a]pyrimidine-4(5H)-carboxylate